C(C)(=O)O.N1=CC=NC2=CC(=CC=C12)[K] (Quinoxalin-6-yl)potassium acetate